COC1=C(C=CC(=C1)S(=O)(=O)N1CCC(CC1)N1CCOCC1)NC=1C=C(C2=C(N1)NC=C2C(F)(F)F)NCCOC N6-(2-methoxy-4-((4-morpholinopiperidin-1-yl)sulfonyl)phenyl)-N4-(2-methoxyethyl)-3-(trifluoromethyl)-1H-pyrrolo[2,3-b]pyridine-4,6-diamine